ethyl 5-methyl-2H-1,2,3-triazole-4-carboxylate CC=1C(=NNN1)C(=O)OCC